CC1(C(C(=CC2(CN(C2)C(=O)C2=CC(=NO2)C(F)(F)F)C1)C#N)=O)C 8,8-dimethyl-7-oxo-2-(3-(trifluoromethyl)isoxazole-5-carbonyl)-2-azaspiro[3.5]non-5-ene-6-carbonitrile